ClC1=CC2=C(N(C(N=C2N2[C@H](CN(CC2)C(C=C)=O)C)=O)C2=C(C=CC=C2CC)CC)N=C1OC1=CC(=CC=C1)F 6-chloro-1-(2,6-diethylphenyl)-7-(3-fluorophenoxy)-4-((2S)-2-methyl-4-(2-propenoyl)-1-piperazinyl)pyrido[2,3-d]pyrimidin-2(1H)-one